2-(2-chlorophenyl)-N-{3-sulfamoyl-4-[1-(tetrahydro-2H-pyran-2-yl)-1H-pyrazole-4-yl]phenyl}acetamide ClC1=C(C=CC=C1)CC(=O)NC1=CC(=C(C=C1)C=1C=NN(C1)C1OCCCC1)S(N)(=O)=O